1H-benzo[d]imidazole-6-diazonium hydrogensulfate S(=O)(=O)(O)[O-].N1C=NC2=C1C=C(C=C2)[N+]#N